tert-Butyl 2-bromo-4-chlorobenzoate BrC1=C(C(=O)OC(C)(C)C)C=CC(=C1)Cl